6-(4-(CYCLOPROPYLAMINO)-3-ISOPROPYL-3H-IMIDAZO[4,5-C]PYRIDIN-6-YL)-1-((1S,3S)-3-MORPHOLINOCYCLOBUTYL)SPIRO[INDOLINE-3,4'-PIPERIDIN]-2-ONE C1(CC1)NC1=NC(=CC2=C1N(C=N2)C(C)C)C2=CC=C1C(=C2)N(C(C12CCNCC2)=O)C2CC(C2)N2CCOCC2